8-chloro-7-(2,6-difluorophenyl)-2-[(E)-2-ethoxyvinyl]-9-(trifluoromethyl)-5H-pyrimido[1,2-a][1,4]benzodiazepine-3-One ClC1=C(C=CC2=C1C(=NCC=1N2C=C(C(N1)=O)\C=C\OCC)C1=C(C=CC=C1F)F)C(F)(F)F